1-(2,2-Difluoroethyl)-6-((3R,5R)-3-(difluoromethoxy)-5-(((2-(trifluoromethyl)pyridin-3-yl)oxy)methyl)piperidin-1-yl)-1H-pyrazolo[3,4-b]pyrazine FC(CN1N=CC=2C1=NC(=CN2)N2C[C@@H](C[C@H](C2)COC=2C(=NC=CC2)C(F)(F)F)OC(F)F)F